B(O)(O)C=1C=C(C(=O)O)C=C(N1)OC 2-BORONO-6-METHOXYISONICOTINIC ACID